O=C1NC(CCC1N1CC2=CC=C(C=C2C1=O)CNC(NC=1C=C(C=CC1)NC(OC(C)(C)C)=O)=O)=O tert-butyl (3-(3-((2-(2,6-dioxopiperidin-3-yl)-3-oxoisoindolin-5-yl)methyl)ureido)phenyl)carbamate